CC(=CCNC1=C2C(=NC=N1)N(C=N2)[C@H]3[C@@H]([C@@H]([C@H](O3)COP(=O)([O-])OP(=O)([O-])[O-])O)O)C The molecule is a ribonucleoside triphosphate oxoanion obtained by deprotonation of the three diphosphate OH groups of N(6)-(dimethylallyl)adenosine 5'-diphosphate. It is a conjugate base of a N(6)-(dimethylallyl)adenosine 5'-diphosphate.